C(CCCCCCCCCCCCCCC)(=O)C(OP(OCC(CO)OC(CCCCCCC\C=C/CCCCCCCC)=O)(=O)[O-])C[N+](C)(C)C palmitoyl-2-oleoyl-glycero-3-phosphocholine